N-(2-(2-(dimethylamino)ethyl)-6-(6-fluoropyridin-3-yl)-2H-indazol-5-yl)-2-(trifluoromethyl)thiazole-4-carboxamide CN(CCN1N=C2C=C(C(=CC2=C1)NC(=O)C=1N=C(SC1)C(F)(F)F)C=1C=NC(=CC1)F)C